C(C)C(COC(=O)Cl)CCCC.BrC1=CC=C2C(=NN(C2=C1)C)C(=O)NC1=CC=C(C=C1)OC(F)(F)F 6-bromo-1-methyl-N-[4-(trifluoromethoxy)phenyl]Indazole-3-carboxamide 2-ethylhexyl-chloroformate